ClC1=C(C#N)C=CC(=C1)N1CC2(C[C@@H]1C)CCN(CC2)C=2C=NC(=CC2)C(=O)N2CCC1(CC(C1)=O)CC2 (S)-2-chloro-4-(3-methyl-8-(6-(2-oxo-7-azaspiro[3.5]nonane-7-carbonyl)pyridin-3-yl)-2,8-diazaspiro[4.5]decan-2-yl)benzonitrile